(S)-4-((1,4-dioxan-2-yl)methylamino)-3-nitrobenzenesulfonamide O1[C@H](COCC1)CNC1=C(C=C(C=C1)S(=O)(=O)N)[N+](=O)[O-]